SC(C)C1=CC=C(C=C1)CC[Si](OC)(OC)OC 1-mercaptoethyl-4-trimethoxysilylethyl-benzene